NN1C(=NC(=C1C(=O)N)C1=CC=C(C=C1)C(NC1=NC=CC(=C1)OC)=O)[C@H]1N(CCC1)C(C=C(C)C)=O (S)-1-Amino-4-(4-((4-methoxypyridin-2-yl)carbamoyl)phenyl)-2-(1-(3-methylbut-2-enoyl)pyrrolidin-2-yl)-1H-imidazol-5-carboxamid